CCCS(=O)(=O)CCC 3-propylsulfone